N-[2-methoxy-4-[[4-[[2-(6-methyl-2-pyridyl)pyrimidin-4-yl]amino]pyrimidin-2-yl]amino]phenyl]piperidine-4-carboxamide COC1=C(C=CC(=C1)NC1=NC=CC(=N1)NC1=NC(=NC=C1)C1=NC(=CC=C1)C)NC(=O)C1CCNCC1